5-((4-((2-(2-methoxyethoxy)ethyl)(methyl)amino)phenyl)amino)-1,3-dimethyl-1,3-dihydro-2H-benzo[d]imidazol-2-one COCCOCCN(C1=CC=C(C=C1)NC1=CC2=C(N(C(N2C)=O)C)C=C1)C